C(C)(C)(C)OC(NC1=CC(=NC(=C1)C(=O)N1CC2=CC=CC=C2C1)NC1=C(C=CC=C1)O)=O (2-((2-Hydroxyphenyl)amino)-6-(isoindoline-2-carbonyl)pyridin-4-yl)carbamic acid tert-butyl ester